(2S,4S)-4-(3,5-dimethylpyridin-2-ylamino)-1-[4-((R)-4-isopropyl-2,5-dioxoimidazolidin-4-yl)benzoyl]pyrrolidine-2-carbonitrile CC=1C(=NC=C(C1)C)N[C@H]1C[C@H](N(C1)C(C1=CC=C(C=C1)[C@]1(NC(NC1=O)=O)C(C)C)=O)C#N